C(C)(C)(C)OC(=O)N1CCN(CC1)C1=NC=C(C=C1)C=1C=C(C2=CN(N=C2C1)C(C(=O)OCC)C1=C2N(C=N1)CCC2)F 4-[5-[2-[1-(6,7-dihydro-5H-pyrrolo[1,2-c]imidazol-1-yl)-2-ethoxy-2-oxo-ethyl]-4-fluoro-indazol-6-yl]-2-pyridinyl]piperazine-1-carboxylic acid tert-butyl ester